C(C)(C)(C)OC([C@@H](CC1=CC(=CC=C1)C=C)C)=O (R)-2-methyl-3-(3-vinylphenyl)propionic acid tert-butyl ester